(S)-5-propyl-5-{4-[4-(3,5,6-trimethylpyridin-2-yl)piperazine-1-carbonyl]phenyl}imidazolidine-2,4-dione C(CC)[C@@]1(C(NC(N1)=O)=O)C1=CC=C(C=C1)C(=O)N1CCN(CC1)C1=NC(=C(C=C1C)C)C